[Na+].C1(CCCCC1)P([O-])(=O)C1CCCCC1 dicyclohexylphosphinate sodium salt